ClC=1C=C(C(N(N1)C1CC1)=O)N1C[C@@H](O[C@@H](C1)C)C 6-Chloro-2-cyclopropyl-4-((2S,6R)-2,6-dimethylmorpholino)pyridazin-3(2H)-one